6-(cyclopropylmethoxy)-1-methyl-4-[4-(5-methyl-1,3-benzooxazol-2-yl)piperidin-1-yl]-2-oxo-1,2-dihydroquinoline-3-carboxamide C1(CC1)COC=1C=C2C(=C(C(N(C2=CC1)C)=O)C(=O)N)N1CCC(CC1)C=1OC2=C(N1)C=C(C=C2)C